CN1N=CC(=C1)C=1C=C(C=C(C1)C=1C=NN(C1)C)[C@@H](C)NC(C1=C(C=CC(=C1)N(C)C)C)=O (R)-N-(1-(3,5-bis(1-methyl-1H-pyrazol-4-yl)phenyl)ethyl)-5-(dimethylamino)-2-methylbenzamide